tricontyl palmitate C(CCCCCCCCCCCCCCC)(=O)OCCCCCCCCCCCCCCCCCCCCCCCCCCCCCC